C1(=CC=CC=C1)C=1C=C2C=NC(=NC2=C(C1)C=1C=C(C=CC1)NC(C=C)=O)NC1=CC=CC=C1 N-(3-(6-phenyl-2-(phenylamino)quinazolin-8-yl)phenyl)acrylamide